N-(2,4-dimethylphenyl)-4-methylbenzenesulfonamide CC1=CC=C(C=C1)S(=O)(=O)NC2=C(C=C(C=C2)C)C